(4-fluoro-3-hydroxy-isoxazol-5-yl)-3-methyl-butyric acid methyl ester COC(C(C(C)C)C1=C(C(=NO1)O)F)=O